4-toluenesulfonate hydrochloride Cl.CC1=CC=C(C=C1)S(=O)(=O)O